ClC1=CC=2C3=C(C=NC2C=C1)N=C(N3[C@H]3C[C@H](OCC3)C)C3CCOCC3 8-chloro-1-[(2R,4R)-2-methyltetrahydro-2H-pyran-4-yl]-2-(tetrahydro-2H-pyran-4-yl)-1H-imidazo[4,5-c]quinoline